2-(1-methyl-1H-indazol-5-yl)-7-(1-methylpiperidin-4-yl)-4H-pyrido[1,2-a]pyrimidin-4-one CN1N=CC2=CC(=CC=C12)C=1N=C2N(C(C1)=O)C=C(C=C2)C2CCN(CC2)C